3-(7-((2-(5-methyl-1H-indol-3-yl)ethyl)amino)thiazolo[5,4-d]pyrimidin-5-yl)pyridin-2(1H)-one CC=1C=C2C(=CNC2=CC1)CCNC=1C2=C(N=C(N1)C=1C(NC=CC1)=O)SC=N2